BrC1=CC=C(C=C1)C(=O)C1=CNC2=CC=CC=C2C1=O 3-[(4-bromophenyl)carbonyl]quinolin-4(1H)-one